1-cyclopropyl-ethanone C1(CC1)C(C)=O